methyl 4-[[2-[2-fluoro-5-methoxy-4-(4,4,5,5-tetramethyl-1,3,2-dioxaborolan-2-yl)phenyl]acetyl]amino]pyridine-2-carboxylate FC1=C(C=C(C(=C1)B1OC(C(O1)(C)C)(C)C)OC)CC(=O)NC1=CC(=NC=C1)C(=O)OC